1-[2-[2-(difluoromethoxy)-5-methyl-4-pyridyl]-6-[6-fluoro-5-[(6-methylpyridazin-3-yl)amino]benzimidazol-1-yl]-3-pyridyl]ethanol FC(OC1=NC=C(C(=C1)C1=NC(=CC=C1C(C)O)N1C=NC2=C1C=C(C(=C2)NC=2N=NC(=CC2)C)F)C)F